N1(C=NC=C1)C(=O)N1N=CC[C@H]1C=1C=C(C#N)C=C(C1)F (S)-3-(1-(1H-imidazole-1-carbonyl)-4,5-dihydro-1H-pyrazol-5-yl)-5-fluorobenzonitrile